6-((1R,4R)-4-cyanocyclohexyl)-N-(2-((R)-4-cyanothiazolidin-3-yl)-2-oxoethyl)-quinoline-4-carboxamide C(#N)C1CCC(CC1)C=1C=C2C(=CC=NC2=CC1)C(=O)NCC(=O)N1CSC[C@H]1C#N